(((4-(2-fluoro-2',3',4',5'-tetrahydro-[1,1'-biphenyl]-4-yl)-1H-indazol-3-yl)amino)methyl)benzoic acid FC1=C(C=CC(=C1)C1=C2C(=NNC2=CC=C1)NCC1=C(C(=O)O)C=CC=C1)C=1CCCCC1